C1(CCCCC1)C1(CCC(CC1)(O)C1CCCCC1)O 1,4-dicyclohexyl-1,4-cyclohexanediol